N',3-dihydroxy-5-((1-(4-(trifluoromethyl)phenyl)-1H-1,2,4-triazol-3-yl)amino)pyridinecarboxamide ON1N(C=NC1NC=1C=C(C(=NC1)C(=O)N)O)C1=CC=C(C=C1)C(F)(F)F